C1(CCCCCCC1)NC(=O)C=1NC=C(C1)C=1C(=NC(=CC1)F)F N-cyclooctyl-4-(2,6-difluoropyridin-3-yl)-1H-pyrrole-2-carboxamide